C[SiH2]O[Si](O[Si](O[Si](O[Si](C)(C)C)(C)C)(C)C)(C)C Decamethyl-Pentasiloxane